C(C)(C)(C)OC(=O)N1CC2(CCCC2)[C@@H](CC1)CN1C=NC(=CC1=O)C1=C(C=CC=C1)F (R)-10-((4-(2-fluorophenyl)-6-oxopyrimidin-1(6H)-yl)methyl)-7-azaspiro[4.5]Decane-7-carboxylic acid tert-butyl ester